C(C)(C)(C)OC(=O)N1C[C@@H](CC1)C(NC=1C=CC=C2C=CC=NC12)=O (3R)-3-(quinolin-8-ylcarbamoyl)pyrrolidine-1-carboxylic acid tert-butyl ester